4-(5-cyclopropyl-1,2,4-oxadiazol-3-yl)-N-[(1R,6s)-2,2-difluoro-6-{[(3R)-1-(propan-2-yl)pyrrolidin-3-yl]oxy}cyclohexyl]-4-methylpiperidine-1-carboxamide C1(CC1)C1=NC(=NO1)C1(CCN(CC1)C(=O)N[C@H]1C(CCC[C@@H]1O[C@H]1CN(CC1)C(C)C)(F)F)C